diglycerine dioleate C(CCCCCCC\C=C/CCCCCCCC)(=O)O.C(CCCCCCC\C=C/CCCCCCCC)(=O)O.OCC(O)CO.OCC(O)CO